C=CC(CCCCCC)O methylideneoctan-2-ol